1-hexyl-2,3,5-trimethylpyrazole bisulfate S(O)(O)(=O)=O.C(CCCCC)N1N(C(C=C1C)C)C